6-(4-(((2-Fluorophenyl)amino)methyl)-2-(6-methylpyridin-2-yl)-1H-imidazol-1-yl)-N,N-dimethyl-Imidazo[1,2-a]pyridine-3-carboxamide FC1=C(C=CC=C1)NCC=1N=C(N(C1)C=1C=CC=2N(C1)C(=CN2)C(=O)N(C)C)C2=NC(=CC=C2)C